The molecule is an oxonium betaine that is the conjugate base of cyanidin 3-O-beta-D-glucoside, arising from selective deprotonation of the 5-hydroxy group on the chromene ring; major species at pH 7.3. It is a beta-D-glucoside and an oxonium betaine. It is a conjugate base of a cyanidin 3-O-beta-D-glucoside. It is a conjugate acid of a cyanidin 3-O-beta-D-glucoside(1-). C1=CC(=C(C=C1C2=C(C=C3C(=CC(=O)C=C3O2)O)O[C@H]4[C@@H]([C@H]([C@@H]([C@H](O4)CO)O)O)O)O)O